ethyl 2-bromo-3-(3,4-dichlorophenyl)-3-oxopropionate BrC(C(=O)OCC)C(=O)C1=CC(=C(C=C1)Cl)Cl